FC1=C(OC2=C(C(=O)N)C=CC=N2)C=CC(=C1)CC(NC1=NN2C(C=CC(=C2)C(F)(F)F)=N1)=O 2-(2-fluoro-4-(2-oxo-2-((6-(trifluoromethyl)-[1,2,4]triazolo-[1,5-a]pyridin-2-yl)amino)ethyl)-phenoxy)nicotinamide